2,2,4-trimethyl-1,3-pentanediol dibutyrate C(CCC)(=O)OCC(C(C(C)C)OC(CCC)=O)(C)C